N-((6S,7S)-6-((3'-(difluoromethyl)-2-fluoro-[1,1'-biphenyl]-3-yl)methyl)-5-((R)-oxetane-2-carbonyl)-5-azaspiro[2.4]heptan-7-yl)-1-fluoromethanesulfonamide FC(C=1C=C(C=CC1)C1=C(C(=CC=C1)C[C@@H]1N(CC2(CC2)[C@@H]1NS(=O)(=O)CF)C(=O)[C@@H]1OCC1)F)F